NC1=CC=C(C(=C1CCCNC(OC(C)(C)C)=O)F)F tert-butyl (3-(6-amino-2,3-difluorophenyl)propyl)-carbamate